ClC1=CC(=C(C=C1)C1=NC(=NC2=C1N=C(N(C2=O)C)C)N2CC(N(CC2)CC(F)F)C=2C=NN(C2)C)F 8-(4-chloro-2-fluorophenyl)-6-(4-(2,2-difluoroethyl)-3-(1-methyl-1H-pyrazol-4-yl)piperazin-1-yl)-2,3-dimethylpyrimido[5,4-d]pyrimidin-4(3H)-one